N-(2-((1S,3S,5S)-3-Cyano-2-azabicyclo[3.1.0]hexan-2-yl)-2-oxoethyl)-6-fluoro-2-methylquinoline-4-carboxamide C(#N)[C@H]1N([C@H]2C[C@H]2C1)C(CNC(=O)C1=CC(=NC2=CC=C(C=C12)F)C)=O